P(=O)(OCOC1=CC=C(C=C1)C1=COC2=CC(=CC(=C2C1=O)O)O)(O)O (4-(5,7-dihydroxy-4-oxo-4H-chromen-3-yl)phenoxy)methyl dihydrogen phosphate